chlorodimethyl-(3,3,3-trifluoropropyl)silane Cl[Si](CCC(F)(F)F)(C)C